N-ethyl-biguanide hydrochloride Cl.C(C)NC(=N)NC(=N)N